NC[C@]1([C@H]([C@@H](N[C@H]1CC(C)(C)C)C(=O)NC1=C(C=C(C(=O)OC)C=C1)OC)C1=CC(=C(C=C1)Cl)Cl)C1=C(C=C(C=C1)Cl)F methyl 4-((2R,3R,4S,5S)-4-(aminomethyl)-4-(4-chloro-2-fluorophenyl)-3-(3,4-dichlorophenyl)-5-neopentylpyrrolidine-2-carboxamido)-3-methoxybenzoate